C(C)(C)(C)OC(=O)N1CCC(=CC1)C1=C(C=2N=CN=C(C2N1C1=CC(=C(C=C1)OC1=NC=CC(=N1)C)F)N)Br 4-(4-amino-7-bromo-5-(3-fluoro-4-((4-methylpyrimidin-2-yl)oxy)phenyl)-5H-pyrrolo[3,2-d]pyrimidin-6-yl)-3,6-dihydropyridin-1(2H)-carboxylic acid tert-butyl ester